8-methyl-6-[(1-{[4-(propan-2-yl)phenyl]carbamoyl}-D-prolyl)amino]quinoline-2-carboxylic acid CC=1C=C(C=C2C=CC(=NC12)C(=O)O)NC([C@@H]1N(CCC1)C(NC1=CC=C(C=C1)C(C)C)=O)=O